Methyl 2-[(3S)-1-(4-chloro-3-fluorophenyl)pyrrolidin-3-yl]acetate ClC1=C(C=C(C=C1)N1C[C@@H](CC1)CC(=O)OC)F